Cl.Cl.NOC1CCNCC1 4-(aminooxy)piperidine dihydrochloride